N[C@@H](CC(=O)O)CC1=C(C=C(C(=C1)F)F)F |r| (3RS)-3-amino-4-(2,4,5-trifluorophenyl)butanoic acid